Cl.C(C)N1N=CC2=CC(=C(C=C12)NC(=O)C=1N=C(OC1)C1=CC(=NC=C1)C)N1C[C@H](CC1)O (S)-N-(1-ethyl-5-(3-hydroxypyrrolidin-1-yl)-1H-indazol-6-yl)-2-(2-methylpyridin-4-yl)oxazole-4-carboxamide hydrochloride